CC1=CC(=NC(=N1)N1C[C@H](CC1)CNC1=C(C=CC=C1)C(F)(F)F)C(=O)OC |r| (±)-methyl 6-methyl-2-(3-(((2-(trifluoromethyl)phenyl)amino)methyl)pyrrolidin-1-yl)pyrimidine-4-carboxylate